C(C)N(C1=C(C=C(C=C1)N(CC)CC)C=1OC=NN1)CC 2,5-bis(diethylamino)phenyl-1,3,4-oxadiazole